tert-butyl 3-((4-(benzyloxy)-3-(1,1-dioxido-4-oxo-1,2,5-thiadiazolidin-2-yl)-2-fluorophenyl)ethynyl)azetidine-1-carboxylate C(C1=CC=CC=C1)OC1=C(C(=C(C=C1)C#CC1CN(C1)C(=O)OC(C)(C)C)F)N1S(NC(C1)=O)(=O)=O